[Zr].[Ca] Calcium-Zirconium